2-(azetidin-3-yl)piperidine N1CC(C1)C1NCCCC1